(((3-fluorophenyl)sulfonyl)methyl)piperidine-1-carboxylic acid tert-butyl ester C(C)(C)(C)OC(=O)N1C(CCCC1)CS(=O)(=O)C1=CC(=CC=C1)F